N(=C=O)[C@@H](C)C1=CC=C(C=C1)C(F)(F)F (S)-1-(1-isocyanatoethyl)-4-(trifluoromethyl)benzene